C(=O)(O)C1=CC=C(C=C1)C=1SC2=C(N1)C=CC=C2 2-(4-carboxyphenyl)benzothiazole